C(CC(O)(C(=O)[O-])CC(=O)[O-])(=O)[O-].[Zn+2].[Zn+2] Zinc Zinc Citrate